cis-di-tert-butyl (5-aminocyclohexane-1,3-diyl)dicarbamate NC1CC(CC(C1)NC(OC(C)(C)C)=O)NC(OC(C)(C)C)=O